C1(=CC=C(C=C1)NC1=CC=NC2=CC(=CC=C12)NC1=CC=C(C=C1)OC)C N4-(p-Tolyl)-N7-(4-methoxyphenyl)chinolin-4,7-diamin